monocalcium phosphite P([O-])([O-])O.[Ca+2]